2-((2R,5S)-2-(benzo[d]thiazol-5-yl)-5-methylpiperidin-1-yl)-2-oxoacetamide 2,2,2-Trifluoroethyl-2-[(2R,5S)-2-(1,3-benzothiazol-5-yl)-5-methyl-1-piperidyl]-2-oxo-acetate FC(COC(C(=O)N1[C@H](CC[C@@H](C1)C)C=1C=CC2=C(N=CS2)C1)=O)(F)F.S1C=NC2=C1C=CC(=C2)[C@@H]2N(C[C@H](CC2)C)C(C(=O)N)=O